C(C)OS(=O)(=O)O sulpho ethyl ether